C(#N)C1=CC=C(C2=C1CCO2)[C@H]2C(=C(NC1=C(C=NC(=C21)OC2CC2)C)C)C(=O)N (R)-4-(4-cyano-2,3-dihydrobenzofuran-7-yl)-5-cyclopropoxy-2,8-dimethyl-1,4-dihydro-1,6-Naphthyridine-3-carboxamide